3-(3,3,3-trifluoro-2-hydroxy-2-methylpropyl)-1,2,4-thiadiazole FC(C(CC1=NSC=N1)(C)O)(F)F